S1C(=NC2=C1C=C1C=CC=CC1=C2)OB(O)O naphtho[2,3-d]thiazol-2-yl-boric acid